BrC=1C=CC(=C(C1)N1CCC2(CC2)CC1)N1N=NC(=C1)C1=NC(=C(C=C1)F)C1=CCC(CC1)(F)F 6-(5-bromo-2-(4-(6-(4,4-difluorocyclohex-1-en-1-yl)-5-fluoropyridin-2-yl)-1H-1,2,3-triazol-1-yl)phenyl)-6-azaspiro[2.5]octane